N-(4-(2-chlorophenyl)thiazol-2-yl)-5-((1-(methylsulfonyl)piperidin-4-yl)oxy)picolinamide ClC1=C(C=CC=C1)C=1N=C(SC1)NC(C1=NC=C(C=C1)OC1CCN(CC1)S(=O)(=O)C)=O